C(=C)OC(NCCCCCCCCCCCCCCCCCC)=O N-octadecyl-carbamic acid vinyl ester